C(C)(=O)NC=1C=C(C(=C(C1)C=CCC(=O)O)C)F 4-[5-(acetylamino)-3-fluoro-2-methylphenyl]-3-butenoic acid